SCCSC1=CC(=CC(=C1)SCCS)SCCS 1,3,5-tris(mercaptoethylthio)benzene